(S)-N,1-Dimethyl-N-((R)-pyrrolidin-3-yl)pyrrolidin-3-amine CN([C@@H]1CN(CC1)C)[C@H]1CNCC1